C1(=CC=CC=C1)[SiH2]C(OCCC)OCCC phenyldipropoxymethylsilane